COC=1C=C2C(=CNC2=CC1)CC(C)N(C)C (2-(5-methoxy-1H-Indol-3-yl)-1-methyl-ethyl)dimethylamine